2-methyl-5-[(4-methyl-1,3-thiazol-5-yl)methoxy]-N-(1-methyl-1H-pyrazol-3-yl)-1-benzothiophene-3-carboxamide CC=1SC2=C(C1C(=O)NC1=NN(C=C1)C)C=C(C=C2)OCC2=C(N=CS2)C